CC1N(CC(CC1)C)C1=NC(=NC=C1)C1=CN=C2N1C=C(N=C2)C(=O)N 3-(4-(2,5-dimethylpiperidin-1-yl)pyrimidin-2-yl)imidazo[1,2-a]pyrazine-6-carboxamide